4-(7-fluoro-imidazo[1,2-a]pyridin-3-yl)-7-((6-(((S)-3-hydroxy-pyrrolidin-1-yl)methyl)-5-((R)-tetrahydrofuran-3-yl)pyridin-2-yl)amino)isoindolin-1-one FC1=CC=2N(C=C1)C(=CN2)C2=C1CNC(C1=C(C=C2)NC2=NC(=C(C=C2)[C@@H]2COCC2)CN2C[C@H](CC2)O)=O